butyl N-[(3S)-1-(4-{7-cyclopropyl-5-[(1R)-1-methyl-1,2,3,4-tetrahydroisoquinoline-2-carbonyl]pyrazolo[1,5-a]pyrimidin-2-yl}-3-fluorophenyl)pyrrolidin-3-yl]carbamate C1(CC1)C1=CC(=NC=2N1N=C(C2)C2=C(C=C(C=C2)N2C[C@H](CC2)NC(OCCCC)=O)F)C(=O)N2[C@@H](C1=CC=CC=C1CC2)C